CC1(CCC1)CN1C2=C(OCC1=O)C(=CC(=C2)C(=O)N[C@H](C)C=2C=NC(=NC2)C(F)(F)F)C=2SC(=CN2)C (R)-4-((1-methylcyclobutyl)methyl)-8-(5-methylthiazol-2-yl)-3-oxo-N-(1-(2-(trifluoromethyl)pyrimidin-5-yl)ethyl)-3,4-dihydro-2H-benzo[b][1,4]oxazine-6-carboxamide